N-ethyl-N-hydroxyethyl-perfluorooctanoamide C(C)N(C(C(C(C(C(C(C(C(F)(F)F)(F)F)(F)F)(F)F)(F)F)(F)F)(F)F)=O)CCO